amino-6-chloro-[1,1'-biphenyl] NC1=C(C(=CC=C1)Cl)C1=CC=CC=C1